S-3,3-difluoroallyl-L-homocysteine FC(=CCSCC[C@H](N)C(=O)O)F